ditrimethylolpropane tetrapropionate C(CC)(=O)O.C(CC)(=O)O.C(CC)(=O)O.C(CC)(=O)O.C(O)C(CC)(CO)CO.C(O)C(CC)(CO)CO